methyl-ammonium lead [Pb+2].C[NH3+]